SCCCCCCCCCCCCOP(OCCCCCCCCCCCCS)([O-])(C(CCCCC(P([O-])([O-])([O-])C1=CC=CC=C1)S)S)C1=CC=CC=C1 bis(mercaptolauryl)-1,6-dimercaptohexylene-bis(phenylphosphite)